ClC=1N=NC=C(C1)C1=CC=C(C=C1)OCC 3-chloro-5-(4-ethoxyphenyl)pyridazine